1-Bromo-2-(difluoro-methoxy)-4-fluoro-benzene BrC1=C(C=C(C=C1)F)OC(F)F